The molecule is a gamma-lactone that is oxolan-2-one substituted by a hexyl group at position 5. It has a role as a flavouring agent, a food additive and an anticonvulsant. It is a gamma-lactone and a tetrahydrofuranone. CCCCCCC1CCC(=O)O1